C1(=CC=CC=C1)N1C=CC2=CC=CC=C12 N-Phenylindole